5-(1-Methoxybutan-2-yl)-2,2,7,7-tetramethyltricyclo[6.2.1.01,6]undec-5-ene COCC(CC)C=1CCC(C23C1C(C(CC2)C3)(C)C)(C)C